ClC=1C=C(C#N)C=C(C1)C1=C(C(=NC(=C1)C1=NOC(=N1)C1=NC=C(C=C1)F)C)F 3-Chloro-5-(3-fluoro-6-(5-(5-fluoropyridin-2-yl)-1,2,4-oxadiazol-3-yl)-2-methylpyridin-4-yl)benzonitrile